CC1(CN(CC(O1)CNS(=O)(=O)C1=CC=C(C=C1)OC(F)(F)F)C(=O)OC(C)(C)C)C tert-butyl 2,2-dimethyl-6-(((4-(trifluoromethoxy)phenyl)sulfonamido) methyl)morpholine-4-carboxylate